ClC=1C(=NC=C(C1)Cl)C1=C(C=C(C=C1)Cl)F 3,5-dichloro-2-(4-chloro-2-fluoro-phenyl)pyridine